benzyl (S)-2-(cyanomethyl)-4-(2-(((S)-1-methylpyrrolidin-2-yl)methoxy)-7-(8-(trifluoromethyl)naphthalen-1-yl)-5,6,7,8-tetrahydropyrido[3,4-d]pyrimidin-4-yl)piperazine-1-carboxylate C(#N)C[C@@H]1N(CCN(C1)C=1C2=C(N=C(N1)OC[C@H]1N(CCC1)C)CN(CC2)C2=CC=CC1=CC=CC(=C21)C(F)(F)F)C(=O)OCC2=CC=CC=C2